C1(=CC=CC=C1)[C@@H]1[C@@H](C1)C(=O)O (1R,2S)-2-phenylcyclopropane-1-carboxylic acid